C1(CCCC1)N1CCNCC1 1-cyclopentylpiperazine